(9-(pyridin-2-yl)-9H-carbazol-2-yl)boronic acid N1=C(C=CC=C1)N1C2=CC=CC=C2C=2C=CC(=CC12)B(O)O